N1(C=NC=C1)C1=CC(=CC(=C1)N1C=NC=C1)N1C=NC=C1 1,3,5-tri(1-imidazolyl)benzene